2-(5-fluoropyridin-3-yl)acrylic acid FC=1C=C(C=NC1)C(C(=O)O)=C